N12CCN(C(CC1)CC2)C(=O)N2N=C(C1=C2CCOC1)C=1C=NC(=C(C1)Cl)OC (1,4-diazabicyclo[3.2.2]nonan-4-yl)(3-(5-chloro-6-methoxypyridin-3-yl)-6,7-dihydropyrano[4,3-c]pyrazol-1(4H)-yl)methanone